4-phenyltetrahydropyran-4-carboxylic acid C1(=CC=CC=C1)C1(CCOCC1)C(=O)O